7-ethyl-3-[(3R)-piperidin-3-ylmethyl]-1H-indole C(C)C=1C=CC=C2C(=CNC12)C[C@@H]1CNCCC1